NC1C(CCCC1)N (1,2-diaminocyclohexane)